5-Chloro-N-[rac-(1S)-1-[[(3-amino-3-oxo-propyl)-(2-chloro-2-fluoro-acetyl)amino]carbamoyl]-3-methyl-butyl]-1H-benzimidazole-2-carboxamide ClC1=CC2=C(NC(=N2)C(=O)N[C@@H](CC(C)C)C(NN(C(C(F)Cl)=O)CCC(=O)N)=O)C=C1 |r|